2-([(2R,7aS)-2-fluoro-hexahydropyrrolizin-7a-yl]methoxy-5-[(2S)-2-(trifluoromethyl)azetidin-1-yl]pyrido[4,3-d]pyrimidin-7-yl)-6-fluoro-5-[2-(triisopropylsilyl)ethynyl]naphthalen-2-ol F[C@@H]1C[C@@]2(CCCN2C1)COC=1N=CC2=C(N1)C=C(N=C2N2[C@@H](CC2)C(F)(F)F)C2(CC1=CC=C(C(=C1C=C2)C#C[Si](C(C)C)(C(C)C)C(C)C)F)O